[Si](C)(C)(C(C)(C)C)OCC12CCC(CC1)(N2C(=O)OC(C)(C)C)CC=CC2=CC=CC=C2 tert-butyl 1-(((tert-butyldimethylsilyl)oxy)methyl)-4-cinnamyl-7-azabicyclo[2.2.1]heptane-7-carboxylate